N-[2-(diethylamino)ethyl]oleoyl-amide hydrochloride Cl.C(C)N(CCCCCCCCCC\C=C/CCCCCCCC(=O)[NH-])CC